BrC1=C2C=CNC2=C(C(=C1OC1=CC(=NC=C1)C(=O)N)F)F 4-((4-bromo-6,7-difluoro-1H-indol-5-yl)oxy)picolinamide